O1CCOCC12COCOC2 1,4,8,10-tetraoxaspiro[5.5]undecane